CC([O-])C.CC([O-])C.CC([O-])C.[Sm+3] samarium (III) triisopropoxide